5-(3-fluorophenoxy)-2-nitropyridine FC=1C=C(OC=2C=CC(=NC2)[N+](=O)[O-])C=CC1